3-(N,N-diethylamino)phenol C(C)N(CC)C=1C=C(C=CC1)O